FC=1C=C(C=C2CC(CC12)C=O)OCC(=O)N 2-(7-fluoro-2-formyl-indan-5-yl)oxyacetamide